2-(methylsulfonyl)benzoic acid CS(=O)(=O)C1=C(C(=O)O)C=CC=C1